N-2-aminoethylmaleimide hydrochloride Cl.NCCN1C(C=CC1=O)=O